tert-butyl 4-{[1-(2,6-dioxopiperidin-3-yl)-3-methyl-2-oxo-1,3-benzodiazol-4-yl]amino}piperidine-1-carboxylate O=C1NC(CCC1N1C(N(C2=C1C=CC=C2NC2CCN(CC2)C(=O)OC(C)(C)C)C)=O)=O